1,2-bis(2-aminoethyl)cyclohexane NCCC1C(CCCC1)CCN